3-(3-(4-(2-bromoacetyl)-2,6-dimethyltetrahydro-2H-pyran-4-yl)phenyl)propanoic acid methyl ester COC(CCC1=CC(=CC=C1)C1(CC(OC(C1)C)C)C(CBr)=O)=O